CC(C1=C(C(=C(C=C1C)C(C)(C)C)O)C)N1C(N(C(N(C1=O)CC1=C(C(=C(C=C1C)C(C)(C)C)O)C)=O)CC1=C(C(=C(C=C1C)C(C)(C)C)O)C)=O methyl-1,3,5-tris(4-tert-butyl-3-hydroxy-2,6-dimethylbenzyl)-1,3,5-triazine-2,4,6(1H,3H,5H)-trione